6-Chloro-5-[[(2R,5S)-4-[(4-fluorophenyl)methyl]-2,5-dimethyl-1-piperazinyl]carbonyl]-N,N,1-trimethyl-α-oxo-1H-Indole-3-acetamide hydrochloride Cl.ClC1=C(C=C2C(=CN(C2=C1)C)C(C(=O)N(C)C)=O)C(=O)N1[C@@H](CN([C@H](C1)C)CC1=CC=C(C=C1)F)C